NCCCC[C@@H](C1=NC(=NO1)CC1=CC=CC=C1)NC(CCC1=C(C=C(C=C1C)O)C)=O (S)-1-(((S)-5-amino-1-(3-benzyl-1,2,4-oxadiazol-5-yl)pentyl)amino)-3-(4-hydroxy-2,6-dimethylphenyl)-1-oxopropan